C(C)N(S(=O)(=O)CC1=NC(=NC(=C1)N1[C@H](COCC1)CC)C1=CC=C2C(=N1)C=C(N2)CNC)CC (S)-N,N-diethyl-1-(6-(3-ethylmorpholino)-2-(2-((methylamino)methyl)-1H-pyrrolo[3,2-b]pyridin-5-yl)pyrimidin-4-yl)methanesulfonamide